Methyl 3-(1-(3,4-dichlorophenyl) pyrrolidin-3-yl)-2-fluoro-6-methylbenzoate ClC=1C=C(C=CC1Cl)N1CC(CC1)C=1C(=C(C(=O)OC)C(=CC1)C)F